CC(CCCCCC(CCCCCCC)O)O pentadecane-2,8-diol